F[C@@H]1[C@H](CNC1)NC1=NC(=CN=C1)C1=CN=C2N1C=CC(=C2)OC(C)C N-((3S,4S)-4-fluoropyrrolidin-3-yl)-6-(7-isopropoxyimidazo[1,2-a]pyridin-3-yl)pyrazin-2-amine